chlorodimethylsilyl bis(trimethylsilyl) phosphate P(=O)(O[Si](C)(C)Cl)(O[Si](C)(C)C)O[Si](C)(C)C